ON1C(=C(C(C2=CC=CC=C12)=O)CC1=CC=C(C=C1)OC)C 1-hydroxy-2-methyl-3-(4-methoxybenzyl)-4(1H)-quinolinone